SC[C@@H](O)[C@H](O)CS.SOCC O-mercaptoethanol-dithiothreitol